4-(4-((1R,5S)-3,8-diazabicyclo[3.2.1]oct-3-yl)-2-(((S)-1-(4,4-difluoropiperidin-1-yl)propan-2-yl)oxy)-8-fluoro-5-(propynyl)pyrido[4,3-d]pyrimidin-7-yl)-5-ethyl-6-fluoronaphthalen-2-ol [C@H]12CN(C[C@H](CC1)N2)C=2C1=C(N=C(N2)O[C@H](CN2CCC(CC2)(F)F)C)C(=C(N=C1C#CC)C1=CC(=CC2=CC=C(C(=C12)CC)F)O)F